C(C)(C)(C)C1N2C(C3=CC(=C(C=C3C1)C1=CN=C(S1)N1CC(C1)OC)OC)=CC(C(=C2)C(=O)[O-])=O 6-tert-butyl-10-methoxy-9-[2-(3-methoxyazetidin-1-yl) thiazol-5-yl]-2-oxo-6,7-dihydro-2H-pyrido[2,1-a]isoquinoline-3-carboxylate